C(C)OC(OCC)(OCC)[SiH3] Triethoxymethylsilan